BrC=1C=C(C(=C(C=O)C1)I)OC 5-bromo-2-iodo-3-methoxy-benzaldehyde